6-bromo-1-methyl-2-(pyridin-2-yl)-1H-benzo[d]imidazole BrC=1C=CC2=C(N(C(=N2)C2=NC=CC=C2)C)C1